OC=1C=C2CC(COC2=CC1)C(=O)OC(C)(C)C tert-Butyl 6-hydroxychromane-3-carboxylate